N2-(2-(1-(Cyclopropylsulfonyl)-1H-pyrazol-4-yl)pyrimidin-4-yl)-5-(6-(4,4-difluoropiperidin-1-yl)pyridazin-3-yl)-N4-(4-fluorocyclohexyl)pyridine-2,4-diamine C1(CC1)S(=O)(=O)N1N=CC(=C1)C1=NC=CC(=N1)NC1=NC=C(C(=C1)NC1CCC(CC1)F)C=1N=NC(=CC1)N1CCC(CC1)(F)F